C(C)(C)(C)C=1N(C(=NN1)C1=CC=C(C=C1)C(=O)N1CCN(CC1)C=1OC=2C(=NC(=CC2)C)N1)C [4-(5-tert-butyl-4-methyl-1,2,4-triazol-3-yl)phenyl]-[4-(5-methyloxazolo[4,5-b]pyridin-2-yl)piperazin-1-yl]methanone